Br\C(\C(=O)C1=CC=CC=C1)=C(/C1=CC=CC=C1)\Cl (E)-2-bromo-3-chloro-1,3-diphenylprop-2-en-1-one